N1CCC(CC1)CC(=O)N1CCC(CC1)C1=CC=C(NC2C(NC(CC2)=O)=O)C=C1 3-[4-[1-[2-(4-piperidinyl)acetyl]-4-piperidinyl]anilino]piperidine-2,6-dione